ClC1=CNC=2C1=NC(=CC2C=C)C#N 3-chloro-7-vinyl-1H-pyrrolo[3,2-b]pyridine-5-carbonitrile